3-(5-bromo-3-methoxypyridin-2-yl)-4,5-dihydro-1,2,4-triazin-6(1H)-one BrC=1C=C(C(=NC1)C1=NNC(CN1)=O)OC